C(=C)C1=CC=C(CN2CCCCC2)C=C1 (4-vinylbenzyl)-piperidine